3-hydroxy-8-((1-hydroxycyclobutyl)ethynyl)-6H-benzo[c]chromen-6-one OC1=CC=C2C3=C(C(OC2=C1)=O)C=C(C=C3)C#CC3(CCC3)O